(E)-3-(4-((Z)-1-(1H-indazol-5-yl)-2-phenylbut-1-en-1-yl)-2-(trifluoromethyl)phenyl)acrylic acid N1N=CC2=CC(=CC=C12)/C(=C(\CC)/C1=CC=CC=C1)/C1=CC(=C(C=C1)/C=C/C(=O)O)C(F)(F)F